(R)-6-(2-fluoro-5-(5-(3-hydroxy-1-methyl-2-oxopyrrolidin-3-yl)isoxazol-3-yl)phenyl)-4-(trifluoromethyl)picolinamide FC1=C(C=C(C=C1)C1=NOC(=C1)[C@]1(C(N(CC1)C)=O)O)C1=CC(=CC(=N1)C(=O)N)C(F)(F)F